[(1R)-3-[(2S)-2-[6-[5-[tert-butyl(dimethyl)silyl]oxy-1-tetrahydropyran-2-yl-indazol-3-yl]pyrazin-2-yl]oxypropoxy]-1-methyl-propyl]methanesulfonate [Si](C)(C)(C(C)(C)C)OC=1C=C2C(=NN(C2=CC1)C1OCCCC1)C1=CN=CC(=N1)O[C@H](COCC[C@@H](C)CS(=O)(=O)[O-])C